O(CCOCCC(=O)ON1C(CCC1=O)=O)CCOCCC(=O)ON1C(CCC1=O)=O 1,1'-{oxybis[(ethane-2,1-diyl)oxy(1-oxopropane-3,1-diyl)oxy]}di(pyrrolidine-2,5-dione)